C1(CCC1)C(N)C(=O)O alpha-cyclobutylglycine